ethoxyethyl-propoxyethyl phosphate P(=O)(OCC(OCCC)CCOCC)([O-])[O-]